(Z)-N-benzyl-N-([methyl (methyl-thioethyleneamino-oxycarbonyl) amino] thio)-beta-aminopropionate C(C1=CC=CC=C1)N(CCC(=O)[O-])SN(C(=O)ONCCSC)C